ClC1=C(C(=CC=2NC=NC21)Cl)C2=C(C=CC=C2)OCCOC 4,6-dichloro-5-(2-(2-methoxyethoxy)phenyl)-1H-benzo[d]imidazol